1,1,1,2,4,5,5,5-octafluoro-2-(heptafluoropropoxy)-4-(trifluoromethyl)-3-pentanone FC(C(C(C(C(F)(F)F)(C(F)(F)F)F)=O)(OC(C(C(F)(F)F)(F)F)(F)F)F)(F)F